tert-butyl 3-(6-cyano-5,8-difluoro-7-(8-fluoro-3-(methoxymethoxy)naphthalen-1-yl)-2-(methylthio)quinazolin-4-yl)-3,8-diazabicyclo[3.2.1]octane-8-carboxylate C(#N)C=1C(=C2C(=NC(=NC2=C(C1C1=CC(=CC2=CC=CC(=C12)F)OCOC)F)SC)N1CC2CCC(C1)N2C(=O)OC(C)(C)C)F